COC1=C2C(C(C(OC2=CC(C1)(C)OC)=O)C)(N)O 5,7-dimethoxy-4-hydroxy-methyl-4-amino-7-methylcoumarin